2-(2,5-dicarboxyphenoxy)ethan-1-aminium C(=O)(O)C1=C(OCC[NH3+])C=C(C=C1)C(=O)O